C(#N)/C(/C(=O)NC1=CC=C(C=C1)C(F)(F)F)=C(\C=1C=NSC1C)/O (Z)-2-cyano-3-hydroxy-3-(5-methylisothiazol-4-yl)-N-(4-(trifluoromethyl)phenyl)acrylamide